N-((S)-1-(cis-5-(2-bromo-4-fluorophenyl)-9-hydroxy-2-oxo-1-oxa-3,4-diazaspiro[5.5]undec-4-en-9-yl)propan-2-yl)-3-methyl-1H-pyrazole-5-carboxamide BrC1=C(C=CC(=C1)F)C1=NNC(OC12CCC(CC2)(O)C[C@H](C)NC(=O)C2=CC(=NN2)C)=O